((1S,6R,7R)-7-(2-fluorophenyl)-3-(3-(4-methylbenzo[c][1,2,5]oxadiazol-5-yl)-1H-pyrazolo[3,4-b]pyrazin-6-yl)-3-azabicyclo[4.1.0]heptan-7-yl)methanamine FC1=C(C=CC=C1)[C@]1([C@@H]2CCN(C[C@H]12)C1=CN=C2C(=N1)NN=C2C2=C(C=1C(=NON1)C=C2)C)CN